[NH4+].P([O-])([O-])=O.[NH4+] phosphonate ammonium salt